C(C)(C)(C)N1CCCC1 tert-butyl-(R)-pyrrolidin